ClC1=C(C=CC=C1Cl)N1CC2N(C(C1)C2)CC=2C=C1CN(C(C1=CC2)=O)N2C(NC(CC2)=O)=O 1-(5-((3-(2,3-dichlorophenyl)-3,6-diazabicyclo[3.1.1]heptan-6-yl)methyl)-1-oxoisoindolin-2-yl)dihydropyrimidine-2,4(1H,3H)-dione